ClC=1C=C(C=CC1)CN(C(CC=1N=NC=CC1)=O)C1=CC=C(C=C1)C=1C=NNC1 N-[(3-chlorophenyl)methyl]-N-[4-(1H-pyrazol-4-yl)phenyl]-2-pyridazin-3-yl-acetamide